C12OCC(N(C1)C(=O)C1CN(C1)C=1N=NC(=CC1)OCC1=C(N=NN1C1=CC=C(C=C1)C(F)F)C)C2 (2-oxa-5-azabicyclo[2.2.1]heptane-5-yl)(1-(6-((1-(4-(difluoromethyl)phenyl)-4-methyl-1H-1,2,3-triazol-5-yl)methoxy)pyridazin-3-yl)azetidin-3-yl)methanone